[Cl].C(=C)N1CN(C=C1)C 1-vinyl-3-methyl-imidazole chlorine salt